Tert-butyl (3R)-4-(5-bromo-3-fluoropyridine-2-carbonyl)-3-(hydroxymethyl)piperazine-1-carboxylate BrC=1C=C(C(=NC1)C(=O)N1[C@H](CN(CC1)C(=O)OC(C)(C)C)CO)F